1-[(1R)-1-tert-butylpentyl]imidazo[4,5-c]quinoline C(C)(C)(C)[C@@H](CCCC)N1C=NC=2C=NC=3C=CC=CC3C21